(3R)-3-({2-[1-(2-hydroxyethyl)-1H-pyrazol-4-yl][1,2,4]triazolo[1,5-c]quinazolin-5-yl}amino)azepin-2-one OCCN1N=CC(=C1)C1=NN2C(=NC=3C=CC=CC3C2=N1)NC=1C(N=CC=CC1)=O